Cl.NCC=1N=C2N(C=C(C=C2N2N(C(N(C2=O)C)=O)C)C2CC2)C1 1-(2-(aminomethyl)-6-cyclopropyl-imidazo[1,2-a]pyridin-8-yl)-2,4-dimethyl-1,2,4-triazolidine-3,5-dione hydrochloric acid salt